ClC1=C(C=CC(=C1)F)C1=CC=C(C=C1)C1CN(C1)C(=O)N1C[C@@H]2[C@@H](OCC(N2)=O)CC1 (4aR,8aS)-6-[3-[4-(2-Chloro-4-fluorophenyl)phenyl]azetidine-1-carbonyl]-4,4a,5,7,8,8a-hexahydropyrido[4,3-b][1,4]oxazin-3-one